6-(2,6-dichlorophenyl)-2-[[6-[2-(1,1-dioxo-1,4-thiazinan-4-yl)-2-oxo-ethoxy]pyridazin-3-yl]amino]-8-methyl-pyrido[2,3-d]pyrimidin-7-one ClC1=C(C(=CC=C1)Cl)C1=CC2=C(N=C(N=C2)NC=2N=NC(=CC2)OCC(=O)N2CCS(CC2)(=O)=O)N(C1=O)C